C(C1CO1)OCCC[Si](OCC)(OCC)C γ-glycidoxy-propylmethyl-diethoxysilane